C(C)(C)C1=C(N=NN1)C(=O)NC1=NC2=CC=CC=C2C=C1 5-isopropyl-N-(quinolin-2-yl)-1H-1,2,3-triazole-4-carboxamide